5-ethynyl-6-fluoro-4-(8-fluoro-5-methoxy-2-(((4aS,7aR)-1-methyloctahydro-4aH-cyclopenta[b]pyridin-4a-yl)methoxy)-4-(1,4-oxazocan-4-yl)pyrido[4,3-d]pyrimidin-7-yl)naphthalen-2-ol C(#C)C1=C2C(=CC(=CC2=CC=C1F)O)C1=C(C=2N=C(N=C(C2C(=N1)OC)N1CCOCCCC1)OC[C@]12[C@H](N(CCC1)C)CCC2)F